C(=O)O.ClC1=C(C(=CC=C1)Cl)N1CC(C1)C1=CC(=C(C(=N1)C)CN1CCC(CC1)C(=O)O)C 1-((6-(1-(2,6-dichlorophenyl)-azetidin-3-yl)-2,4-dimethylpyridin-3-yl)methyl)piperidine-4-carboxylic acid, formate salt